C(C)(C)C1CCC(CC1)N(C(C1=CC(C(=O)N)=CC(=C1)NC(=O)C1CCC(CC1)C(C)C)=O)C1CCC(CC1)C(C)C N,N-bis(4-isopropylcyclohexyl)-5-(4-isopropylcyclohexylcarbonylamino)-isophthalamide